hydroxypyridine chloride sodium salt [Na+].[Cl-].OC1=NC=CC=C1